tert-Butyl 1-(6-methoxy-5-(trifluoromethyl)pyridin-3-yl)cyclopropane-1-carboxylate COC1=C(C=C(C=N1)C1(CC1)C(=O)OC(C)(C)C)C(F)(F)F